C(N)(=N)NC(=S)N N-amidinothiourea